3-[(2R,3R)-2-Amino-3-methoxybutyl]-1-[(1S)-1-phenylethyl]-3-{4'-propyl-[1,1'-biphenyl]-4-yl}urea N[C@H](CN(C(N[C@@H](C)C1=CC=CC=C1)=O)C1=CC=C(C=C1)C1=CC=C(C=C1)CCC)[C@@H](C)OC